C(C(=C)C)(=O)OCCCCCCCCCCOS(=O)O 10-Methacryloyloxydecylhydrogensulfit